2-{2-dodecyl-6-[(7Z)-hexadec-7-en-1-yl]morpholin-4-yl}ethan-1-ol C(CCCCCCCCCCC)C1CN(CC(O1)CCCCCC\C=C/CCCCCCCC)CCO